FC(OC1=CC(=C(C=N1)OCC(C#N)(C)C)C1=CC=2N(C=C1)N=C(C2)NC2=NC(=NC(=C2)C(F)(F)F)NCC)F 3-[[6-(difluoromethoxy)-4-[2-[[2-(ethylamino)-6-(trifluoromethyl)pyrimidin-4-yl]amino]pyrazolo[1,5-a]pyridin-5-yl]-3-pyridyl]oxy]-2,2-dimethyl-propanenitrile